S-Isopropyl (S)-3-cyclopropyl-2-(2-((S)-1-(2,3-difluorobenzyl)-5-thioxopyrrolidin-2-yl)acetamido)propanethioate C1(CC1)C[C@@H](C(SC(C)C)=O)NC(C[C@H]1N(C(CC1)=S)CC1=C(C(=CC=C1)F)F)=O